(+-)-5-((tert-butyldimethylsilyl)oxy)cyclohex-2-en-1-ol methyl-3-(benzyloxy)isoxazole-5-carboxylate CC=1C(=NOC1C(=O)OC1C=CCC(C1)O[Si](C)(C)C(C)(C)C)OCC1=CC=CC=C1